(2-{[1-(5-chloropyridin-2-yl)ethyl]amino}-1,3-thiazol-5-yl)[(3R)-3-methyl[1,4'-bipiperidine]-1'-yl]methanone ClC=1C=CC(=NC1)C(C)NC=1SC(=CN1)C(=O)N1CCC(CC1)N1C[C@@H](CCC1)C